C(C)OC(=O)C=1N=CC=2CN(CC(C2C1)C1CCCCC1)C1=CC(=C(C=C1)Cl)F 7-(4-chloro-3-fluorophenyl)-5-cyclohexyl-5,6,7,8-tetrahydro-2,7-naphthyridine-3-carboxylic acid ethyl ester